ClC1=C(C=CC(=C1)\C=C\C1=CC=C(C=C1)OC)F (E)-2-chloro-1-fluoro-4-(4-methoxystyryl)benzene